3,8-difluoropyrazolo[1,5-a]quinoxalin-4(5H)-one FC=1C=NN2C1C(NC1=CC=C(C=C21)F)=O